(R)-N-(3-(1-(4-methyl-4H-1,2,4-triazol-3-yl)propan-2-yl)phenyl)-4-(trifluoromethyl)picolinamide CN1C(=NN=C1)C[C@@H](C)C=1C=C(C=CC1)NC(C1=NC=CC(=C1)C(F)(F)F)=O